CCCCCCCCC(CCCCCCCC)OC(CCCCN(CCCCCCCCCCCC(=O)OCCCCC)CCCNC1=C(C(C1=O)=O)NC)=O Pentyl 12-((5-(heptadecan-9-yloxy)-5-oxopentyl)(3-((2-(methylamino)-3,4-dioxocyclobut-1-en-1-yl)amino)propyl)amino)dodecanoate